4-(6-amino-2-methylpyrimidin-4-yl)-1lambda6-thiomorpholine-1,1-dione NC1=CC(=NC(=N1)C)N1CCS(CC1)(=O)=O